5-(4-(((5S)-4,5-Dimethylmorpholin-3-yl)methoxy)phenyl)-2-oxo-6-(trifluoromethyl)-1,2-dihydropyridine-3-carboxamide CN1C(COC[C@@H]1C)COC1=CC=C(C=C1)C=1C=C(C(NC1C(F)(F)F)=O)C(=O)N